ClC1=CC=C(C=C1)N1C=C(C=2C1=NC=C(C2)NC(C=C)=O)C N-(1-(4-chlorophenyl)-3-methyl-1H-pyrrolo[2,3-b]pyridin-5-yl)acrylamide